(3r,4s,5r)-2-(4-aminopyrrolo[2,1-f][1,2,4]triazin-7-yl)-3,4-bis(benzyloxy)-5-((benzyloxy)methyl)-5-(fluoromethyl)tetrahydrofuran-2-ol NC1=NC=NN2C1=CC=C2C2(O[C@]([C@H]([C@H]2OCC2=CC=CC=C2)OCC2=CC=CC=C2)(CF)COCC2=CC=CC=C2)O